ClC=1C=C(OCC(=O)NCC(C)C)C=C(C1CC1=CC(=C(C=C1)O)C(C)C)Cl 2-(3,5-dichloro-4-(4-hydroxy-3-isopropylbenzyl)phenoxy)-N-isobutylacetamide